C(C)(C)(C)OC(=O)N1CCN(CC1)C1=CC(N(C2=CC(=C(C=C12)F)C1=C(C=CC=C1O)F)C1=C(C=CC=C1C)CC)=O 4-(1-(2-ethyl-6-methylphenyl)-6-fluoro-7-(2-fluoro-6-hydroxyphenyl)-2-oxo-1,2-dihydroquinolin-4-yl)piperazine-1-carboxylic acid tert-butyl ester